tert-butyl 2-(7-((3-((2,6-dimethylphenyl)amino)-1-methyl-1H-pyrazolo[3,4-d]pyrimidin-6-yl)amino)-3,4-dihydroisoquinolin-2(1H)-yl)acetate CC1=C(C(=CC=C1)C)NC1=NN(C2=NC(=NC=C21)NC2=CC=C1CCN(CC1=C2)CC(=O)OC(C)(C)C)C